(2R,3R)-3,4-dihydro-2-(4-methoxyphenyl)-2H-1-benzopyran-3,5,7-triol COC1=CC=C(C=C1)[C@H]1OC=2C(C[C@H]1O)=C(C=C(C2)O)O